3-(methyl(4-(5-(trifluoromethyl)-1,2,4-oxadiazol-3-yl)benzyl)amino)-4-(2-oxa-6-azaspiro[3.3]heptan-6-yl)cyclobut-3-ene-1,2-dione CN(C=1C(C(C1N1CC2(COC2)C1)=O)=O)CC1=CC=C(C=C1)C1=NOC(=N1)C(F)(F)F